C1(CC1)NC(C([C@H](C[C@H]1C(NC2(CC2)C1)=O)NC(OC(C)(C)C)=O)O)=O |o1:8| tert-butyl ((2S)-4-(cyclopropylamino)-3-hydroxy-4-oxo-1-((R*)-5-oxo-4-azaspiro[2.4]heptan-6-yl)butan-2-yl)carbamate